C(C1=CC=CC=C1)OCC=1N(C(NN1)=O)CC 5-((benzyloxy)methyl)-4-ethyl-2,4-dihydro-3H-1,2,4-triazol-3-one